1,2-di-O-octadecenylsn-glycero-3-phosphocholine C(=CCCCCCCCCCCCCCCCC)OC[C@@H](OC=CCCCCCCCCCCCCCCCC)COP(=O)([O-])OCC[N+](C)(C)C